(e)-2-(2-ethoxyvinyl)-4,4,5,5-tetramethyl-1,3,2-dioxaborolane C(C)O/C=C/B1OC(C(O1)(C)C)(C)C